N-(3,4-dichlorophenyl)-3-oxo-3,5,6,7,8,9-hexahydro-2H-6,9-epiminocyclohepta[c]pyridine-10-carboxamide ClC=1C=C(C=CC1Cl)NC(=O)N1C2CC=3C(=CNC(C3)=O)C1CC2